ethoxyl-ethaneamine O(CC)C(C)N